Tert-butyl 3-(4-(2-methylquinazolin-4-yl)piperazine-1-carbonyl)piperidine-1-carboxylate CC1=NC2=CC=CC=C2C(=N1)N1CCN(CC1)C(=O)C1CN(CCC1)C(=O)OC(C)(C)C